5-(4-ethoxybenzoyl)amino-3-(1-(sec-butyl)-1,2,3,6-tetrahydropyridin-4-yl)-1H-indole C(C)OC1=CC=C(C(=O)NC=2C=C3C(=CNC3=CC2)C=2CCN(CC2)C(C)CC)C=C1